dichloroacetic acid (Dichloroacetate) ClC(C(=O)O)Cl.ClC(C(=O)O)Cl